ClC=1C=NC(=NC1)CC1=CC(C(=C(N1CC)C1=CC(=C(C=C1)Cl)Cl)C(=O)O)=O 6-[(5-Chloropyrimidin-2-yl)methyl]-2-(3,4-dichlorophenyl)-1-ethyl-4-oxo-pyridine-3-carboxylic acid